1,3-diacetoxy-2-methylpropane C(C)(=O)OCC(COC(C)=O)C